NC(C)C=1N=C(N(C1)C=1C=CC=2N(C1)C=CN2)C2=NC(=CC=C2)C 6-(4-(1-aminoethyl)-2-(6-methylpyridin-2-yl)-1H-imidazol-1-yl)imidazo[1,2-a]pyridine